5-(3-(hydroxymethyl)piperidin-1-yl)-2-methoxybenzoic acid OCC1CN(CCC1)C=1C=CC(=C(C(=O)O)C1)OC